C(C)(C)(C)OC(=O)N(CC(=O)OCCN(C(=O)OC(C)(C)C)CC(=O)OCCOCCOCCOCCOCC(COCCCCCCCC\C=C/CCCCCCCC)OCCCCCCCC\C=C/CCCCCCCC)CCOC 2-[[2-[2-[2-[2-[2-[2,3-bis[(Z)-octadec-9-enoxy]propoxy]ethoxy]ethoxy]ethoxy]ethoxy]-2-oxo-ethyl]-tert-butoxycarbonyl-amino]ethyl 2-[tert-butoxycarbonyl(2-methoxyethyl)amino]acetate